ethyl 2-diazanyl-1,3-thiazole-4-carboxylate N(N)C=1SC=C(N1)C(=O)OCC